S(=O)(=O)(ON1[C@@H]2C=C([C@H](N(C1=O)C2)C(=O)NNC(C2=CN=CC=C2)=O)C)[O-].[Na+] sodium (2S,5R)-3-methyl-2-(2-nicotinoylhydrazine-1-carbonyl)-7-oxo-1,6-diazabicyclo[3.2.1]oct-3-en-6-yl sulfate